(3aR,5s,6aS)-2-(3,3-dimethylbutyl)-N-[6-(1,3-dimethylpyrazol-4-yl)pyridazin-3-yl]-3,3a,4,5,6,6a-hexahydro-1H-cyclopenta[c]pyrrol-5-amine CC(CCN1C[C@@H]2[C@H](C1)CC(C2)NC=2N=NC(=CC2)C=2C(=NN(C2)C)C)(C)C